C(#N)C1=C(C=CC(=C1)C(F)(F)F)C1=CC=C(C=C1)C(=O)N1[C@@H](CC[C@@H]1C1=C(C=CC=C1)F)C(=O)O (2S,5R)-1-(2'-cyano-4'-(trifluoromethyl)-[1,1'-biphenyl]-4-carbonyl)-5-(2-fluorophenyl)pyrrolidine-2-carboxylic acid